5,7-dichloro-7,7a-dihydro-1H-indole ClC=1C=C2C=CNC2C(C1)Cl